BrC1=C(C(=O)OC)C=C(C(=C1)CN1CCOCC1)OC methyl 2-bromo-5-methoxy-4-(morpholinomethyl)benzoate